ClC1=C2C=C(N(C2=CC=C1)CCNC1=CC(=NC=N1)C1=CC(=CS1)F)C#N 5-{6-[2-(4-Chloro-2-cyano-indol-1-yl)-ethylamino]-pyrimidin-4-yl}-3-fluoro-thiophen